NC1=NC=CC2=C(C=CC=C12)C=1C=C2C(=NN(C2=CC1)C1CCC1)COC1=C(C=CC=C1C#N)CC(=O)O 2-(2-((5-(1-aminoisoquinolin-5-yl)-1-cyclobutyl-1H-indazol-3-yl)methoxy)-3-cyanophenyl)acetic acid